(E)-2-(4-(3-(2,3-dihydrobenzo[b][1,4]dioxin-6-yl)-2-methylstyryl)-2,6-Dimethoxybenzylamino)-3-hydroxypropionic acid O1C2=C(OCC1)C=C(C=C2)C=2C(=C(/C=C/C1=CC(=C(CNC(C(=O)O)CO)C(=C1)OC)OC)C=CC2)C